1,3-bis(4'-diethylaminobenzal)acetone C(C)N(C1=CC=C(C=CC(=O)C=CC2=CC=C(C=C2)N(CC)CC)C=C1)CC